1-(7-((3,3-difluorocyclopentyl)methoxy)-3,4-dihydroisoquinolin-2(1H)-yl)prop-2-en-1-one FC1(CC(CC1)COC1=CC=C2CCN(CC2=C1)C(C=C)=O)F